O1CCC(CC1)OC(CCCCCCCCCCCCCCC)=O.OCCOCCOC1=C2C=CC=C(C2=CC=C1)C1(C2=CC=CC=C2C=2C=CC=CC12)C1=CC=CC2=C(C=CC=C12)OCCOCCO 9,9-bis(5-(2-(2-hydroxyethoxy)ethoxy)-1-naphthyl)fluorene tetrahydro-2H-pyran-4-yl-palmitate